C(CCC)OC(=O)C1=C(N2C(C(S1)(F)F)C=CC=C2)C(=O)O 1,1-difluoro-1,9a-dihydropyrido[2,1-c][1,4]thiazine-3,4-dicarboxylic acid n-butyl ester